(S)-N-(5-amino-6-methylpyridin-3-yl)-2-(3-methylpiperidin-1-yl)acetamide hydrochloride Cl.NC=1C=C(C=NC1C)NC(CN1C[C@H](CCC1)C)=O